Cl.ClC1=CC=C(C[C@H]2CO[C@H](CN2C2CCC(CC2)C2=NN(C(=C2)C)C)C(=O)NC2=NN=NN2)C=C1 (2R,5S)-5-(4-chlorobenzyl)-4-(4-(1,5-dimethyl-1H-pyrazol-3-yl)cyclohexyl)-N-(1H-tetrazol-5-yl)morpholine-2-carboxamide hydrochloride